tert-butyl (2-(((S)-4-((tert-butoxycarbonyl)amino)pentyl)oxy)pyridin-4-yl)(1-(tert-butyl)-3-((1R,3R,4S)-3-fluoro-4-(((4-nitrophenoxy)carbonyl)oxy)cyclopentyl)-1H-pyrazol-5-yl)carbamate C(C)(C)(C)OC(=O)N[C@H](CCCOC1=NC=CC(=C1)N(C(OC(C)(C)C)=O)C1=CC(=NN1C(C)(C)C)[C@H]1C[C@H]([C@H](C1)OC(=O)OC1=CC=C(C=C1)[N+](=O)[O-])F)C